COCCOCCOCCOC1=CC=CC=C1 {2-[2-(2-methoxyethoxy)ethoxy]ethoxy}benzene